2-bromo-4,6-dichlorobenzoic acid BrC1=C(C(=O)O)C(=CC(=C1)Cl)Cl